3-cyclopropyl-3-(2-(piperidin-4-ylmethoxy)pyridin-4-yl)propanoic acid C1(CC1)C(CC(=O)O)C1=CC(=NC=C1)OCC1CCNCC1